C(C1=CC=CC=C1)N(CC(C(OCCOCCOCCOCCOCCNC(OC(C)(C)C)=O)C)F)CC1=CC=CC=C1 1-Tert-butyl N-[2-[2-[2-[2-[2-[3-(dibenzylamino)-2-fluoro-1-methyl-propoxy]ethoxy]ethoxy] ethoxy]ethoxy]ethyl]carbamate